Cl.C(C1=CC=CC=C1)N(C(C)=O)C=1SC2=C(C1C(=O)C#N)C=CC(=C2CN(C)C)O N-benzyl-N-{3-(cyanocarbonyl)-7-[(dimethylamino)methyl]-6-hydroxy-1-benzothien-2-yl}acetamide hydrochloride